m-(hydroxymethyl)benzoic acid OCC=1C=C(C(=O)O)C=CC1